O=C(CNC(OC(C)(C)C)=O)NC=1SC=C(N1)C1=CC(=CC=C1)C1=CC=NC=C1 tert-butyl N-[2-oxo-2-[[4-[3-(4-pyridyl)phenyl]thiazol-2-yl]amino]ethyl]carbamate